Cl.OC1(CN2CCC1CC2)C#N 3-hydroxyquinuclidine-3-carbonitrile hydrochloride